butyl 1-(2-ethoxy-2-oxoethyl)piperidine-4-carboxylate C(C)OC(CN1CCC(CC1)C(=O)OCCCC)=O